C1(CCC1)NC(C[C@H](CCN1CC(CCC1)(F)F)NC(=O)C1=NN(C(=C1)C1=C(C=CC=C1OC)OC)C1CCCC1)=O (3S)-N-cyclobutyl-3-{[1-cyclopentyl-5-(2,6-dimethoxyphenyl)-1H-pyrazol-3-yl]formamido}-5-(3,3-difluoropiperidin-1-yl)pentanamide